2-chloro-5-(1-(2,6-dichloro-4-(perfluoropropane-2-yl)phenyl)-1H-pyrazol-4-yl)benzoyl chloride ClC1=C(C(=O)Cl)C=C(C=C1)C=1C=NN(C1)C1=C(C=C(C=C1Cl)C(C(F)(F)F)(C(F)(F)F)F)Cl